(1s,3s)-3-(trifluoromethoxy)cyclobutanecarboxylic acid hydrazide FC(OC1CC(C1)C(=O)NN)(F)F